7-(1-(4-amino-3-(3-fluoro-4-isopropoxyphenyl)-1H-pyrazolo[3,4-d]pyrimidin-1-yl)ethyl)-3-chloro-6-(3-fluorophenyl)-5H-thiazolo[3,2-a]pyridin-5-one NC1=C2C(=NC=N1)N(N=C2C2=CC(=C(C=C2)OC(C)C)F)C(C)C=2C=C1N(C(C2C2=CC(=CC=C2)F)=O)C(=CS1)Cl